(S)-2-(6-(5-(fluoromethyl)-6,7-dihydro-5H-pyrrolo[2,1-c][1,2,4]triazol-3-yl)pyridin-2-yl)-6-(isopropyl(methyl)amino)-4-((methylamino)methyl)-2,3-dihydro-1H-pyrrolo[3,4-c]pyridin-1-one FC[C@@H]1CCC2=NN=C(N21)C2=CC=CC(=N2)N2CC=1C(=NC(=CC1C2=O)N(C)C(C)C)CNC